FC1=NC(=CC=C1[C@H](CC1=NC(=NC(=N1)N[C@@H](CO)CC(C)C)NS(=O)(=O)C)C)OC |o1:7| N-(4-((S*)-2-(2-fluoro-6-methoxypyridin-3-yl)propyl)-6-(((R)-1-hydroxy-4-methylpentan-2-yl)amino)-1,3,5-triazin-2-yl)methanesulfonamide